FC1=C(C(=CC=C1)OC)C1=C(C(=O)N(C)C)C=CC(=N1)NC1=NC=C(C(=C1)N1C[C@H](CCC1)O)C=1C=NN(C1)C1CCOCC1 2-(2-fluoro-6-methoxyphenyl)-6-((4-((S)-3-hydroxypiperidin-1-yl)-5-(1-(tetrahydro-2H-pyran-4-yl)-1H-pyrazol-4-yl)pyridin-2-yl)amino)-N,N-dimethylnicotinamide